C(N)(=N)NN=C(C)C=1C=C(C=C(C1)C(C)=NNC(N)=N)NC(CCCCCCCCC(=O)NC1=CC(=CC(=C1)C(C)=NNC(N)=N)C(C)=NNC(N)=N)=O N,N'-bis[3,5-bis[1-(2-amidinohydrazono)ethyl]phenyl]decanediamide